N-(5-bromo-3-methoxypyrazine-2-yl)benzo[d]thiazol-2-amine BrC=1N=C(C(=NC1)NC=1SC2=C(N1)C=CC=C2)OC